tert-butyl (2-(chlorosulfonyl)ethyl)carbamate ClS(=O)(=O)CCNC(OC(C)(C)C)=O